C(C1=CC=CC=C1)OC(CC[C@H](NC(=O)OCC1=CC=CC=C1)C(=O)O)=O N-(benzyloxycarbonyl)glutamic acid 5-benzyl ester